4-(4-trifluoromethylbenzyl)-6,7,8,9-tetrahydroimidazo[1,2-a]pyrido[3,4-e]pyrimidine-5(4H)-one FC(C1=CC=C(CN2C=3N(C4=C(C2=O)CNCC4)C=CN3)C=C1)(F)F